N-{[1-(3-hydroxypyrrolidine-1-carbonyl)cyclopentyl]methyl}-4H,5H,6H,7H,8H,9H-cycloocta[b]thiophene-2-carboxamide OC1CN(CC1)C(=O)C1(CCCC1)CNC(=O)C1=CC2=C(S1)CCCCCC2